N-methyl-2-(quinolin-8-yl)-1H-benzo[d]imidazole-5-carboxamide hydrochloride Cl.CNC(=O)C1=CC2=C(NC(=N2)C=2C=CC=C3C=CC=NC23)C=C1